C(C)(C)C1=CC=C(C=C1)C12CCC(CC1)(CC2)CN(C(=O)C2CCCCC2)C=2C=C(C=CC2)/C=C/C(=O)OC Methyl (E)-3-(3-(N-((4-(4-isopropylphenyl)bicyclo[2.2.2]octan-1-yl)methyl)cyclohexanecarboxamido)phenyl)acrylate